N1(CCCCCC1)C1=C(C=C(C=C1)C(F)(F)F)NS(=O)(=O)C=1C=C(C(=O)O)C=CC1OC 3-(N-(2-(azepan-1-yl)-5-(trifluoromethyl)phenyl)sulfamoyl)-4-methoxybenzoic acid